(Z)-1-(3-((1H-imidazol-5-yl)methylene)-5-fluoro-2-oxoindol-6-yl)-3-(3-(tert-butyl)isoxazol-5-yl)urea N1C=NC=C1\C=C\1/C(NC2=CC(=C(C=C12)F)NC(=O)NC1=CC(=NO1)C(C)(C)C)=O